6-methoxy-5-(((R)-4-methylmorpholin-2-yl)methoxy)nicotinic acid methyl ester COC(C1=CN=C(C(=C1)OC[C@H]1CN(CCO1)C)OC)=O